FC1=C(C=C(C(=C1)C)C=1C=C(C=2N(C1)C=CN2)N2CCOCC2)NC(=O)N2CC(CC2)C2(CC2)C(F)(F)F N-(2-fluoro-4-methyl-5-(8-morpholinoimidazo[1,2-a]pyridin-6-yl)phenyl)-3-(1-(trifluoromethyl)cyclopropyl)pyrrolidine-1-carboxamide